6-bromo-1-(3-methyl-2-oxo-2,3-dihydrobenzo[d]oxazol-6-yl)-3-(4-(trifluoromethyl)-2,3-dihydro-1H-inden-1-yl)pyrido[3,2-d]pyrimidine-2,4(1H,3H)-dione BrC=1C=CC=2N(C(N(C(C2N1)=O)C1CCC2=C(C=CC=C12)C(F)(F)F)=O)C1=CC2=C(N(C(O2)=O)C)C=C1